C(C)OC1=CC=C(C=C1)C1=CN=CC(=N1)C(=O)NOCC1=C(C=CC(=C1)OC)C 6-(4-ethoxyphenyl)-N-((5-methoxy-2-methylbenzyl)oxy)pyrazine-2-carboxamide